1-(4-methoxypiperidin-4-yl)methylamine COC1(CCNCC1)CN